CC1=NN2C(N=C(NC2=O)SC)=C1C1=CC=C(C=C1)C(=O)N1CCCC1 7-methyl-2-(methylsulfanyl)-8-[4-(pyrrolidine-1-carbonyl)phenyl]-3H-pyrazolo[1,5-a][1,3,5]triazin-4-one